2-(((2R,3S,4R,5R)-5-(6-amino-2-chloro-9H-purin-9-yl)-3-ethynyl-3,4-dihydroxytetrahydrofuran-2-yl)methoxy)-3-oxo-3-(pyrrolidin-1-yl)propionic acid NC1=C2N=CN(C2=NC(=N1)Cl)[C@H]1[C@@H]([C@@]([C@H](O1)COC(C(=O)O)C(N1CCCC1)=O)(O)C#C)O